ClC=1C(=C(C(=O)NC[C@H]2NCCC2)C(=C(C1)CC)O)OC (S)-3-chloro-5-ethyl-6-hydroxy-2-methoxy-N-(pyrrolidin-2-ylmethyl)benzamide